Ethyl (2S,4S)-1-benzyl-4-((tert-butyldimethylsilyl)oxy)pyrrolidine-2-carboxylate C(C1=CC=CC=C1)N1[C@@H](C[C@@H](C1)O[Si](C)(C)C(C)(C)C)C(=O)OCC